(2S,4R)-1-(((S)-4-amino-1-(5-((1S,2R)-1-amino-2-hydroxypropyl)-1,3,4-oxadiazol-2-yl)-4-oxobutyl)carbamoyl)-4-hydroxytetrahydropyrrole-2-carboxylic acid NC(CC[C@@H](C=1OC(=NN1)[C@H]([C@@H](C)O)N)NC(=O)N1[C@@H](C[C@H](C1)O)C(=O)O)=O